4-(naphthalen-1-yl)-N-(4-{8-oxatricyclo[7.4.0.02,7]trideca-1(13),2,4,6,9,11-hexaen-6-yl}phenyl)aniline tert-butyl-4-[(4-bromophenyl)methyl]piperazine-1-carboxylate C(C)(C)(C)OC(=O)N1CCN(CC1)CC1=CC=C(C=C1)Br.C1(=CC=CC2=CC=CC=C12)C1=CC=C(NC2=CC=C(C=C2)C=2C=CC=C3C4=CC=CC=C4OC23)C=C1